(E)-3-(4-methoxyphenyl)-1-(1-methyl-1H-imidazol-2-yl)propan-2-en-1-one COC1=CC=C(C=C1)/C=C/C(=O)C=1N(C=CN1)C